pentaerythritol tetraacrylate propoxide [O-]CCC.C(C=C)(=O)OCC(COC(C=C)=O)(COC(C=C)=O)COC(C=C)=O